methyl N-[5-({4-[(2S)-2-{[8-(azetidine-1-carbonyl)quinazolin-4-yl]amino}propyl]piperazin-1-yl}sulfonyl)-4-methyl-1,3-thiazol-2-yl]carbamate N1(CCC1)C(=O)C=1C=CC=C2C(=NC=NC12)N[C@H](CN1CCN(CC1)S(=O)(=O)C1=C(N=C(S1)NC(OC)=O)C)C